{3-[(tert-butyldimethylsilyl)oxy]propyl}triphenylphosphonium bromide [Br-].[Si](C)(C)(C(C)(C)C)OCCC[P+](C1=CC=CC=C1)(C1=CC=CC=C1)C1=CC=CC=C1